N1=C(C=CC=C1)C1=CC=C(OC2=C(N=NN2)C(=O)O)C=C1 5-(4-(pyridin-2-yl)phenoxy)-1H-1,2,3-triazole-4-carboxylic acid